O[C@@H]1[C@H](CO[C@@H]([C@@H]1O)CO)NC1=CN=CC(=N1)C#CCOCCOCCNC(OC(C)(C)C)=O tert-butyl (2-(2-((3-(6-(((3S,4R,5R,6R)-4,5-dihydroxy-6-(hydroxymethyl)tetrahydro-2H-pyran-3-yl)amino)pyrazin-2-yl)prop-2-yn-1-yl)oxy)ethoxy)ethyl)carbamate